(S)-3-(8-(4-bromoisoquinolin-3-yl)chroman-5-yl)-2-(2,6-dichlorobenzamido)propionic acid BrC1=C(N=CC2=CC=CC=C12)C=1C=CC(=C2CCCOC12)C[C@@H](C(=O)O)NC(C1=C(C=CC=C1Cl)Cl)=O